C(N)(=N)N1CCC(=CC1)C=1C=NC(=CC1)NC(C1=CC(=C(C=C1)C=1CCN(CC1)C(N)=N)F)=O N-(1'-carbamimidoyl-1',2',3',6'-tetrahydro-[3,4']bipyridinyl-6-yl)-4-(1-carbamimidoyl-1,2,3,6-tetrahydro-pyridin-4-yl)-3-fluoro-benzamide